OC(CCC=CCCCCCCCC(=O)O)CC=CCC 13-hydroxyoctadeca-9,15-dienoic acid